1-(4-chloro-2-hydroxyphenyl)-2-(4-bromo-phenyl)ethane-1,2-dione ClC1=CC(=C(C=C1)C(C(=O)C1=CC=C(C=C1)Br)=O)O